CC(=CCC/C(=C/C=O)/C)C α-citral